4-bromo-2-nitropyridine BrC1=CC(=NC=C1)[N+](=O)[O-]